1-(4-methoxyphenyl)-3,3-di(methylthio)prop-2-en-1-one COC1=CC=C(C=C1)C(C=C(SC)SC)=O